L-3-carboxyl-3-carboxyl-glutaric acid C(=O)(O)C(CC(=O)O)(CC(=O)O)C(=O)O